C1(=CC=C(C2=CC=CC=C12)C(=O)O)C(=O)O.[Ni] nickel 1,4-naphthalenedicarboxylic acid